NC1=C(C(=NN1C(C(F)(F)F)C)C1=C2C=CNC2=C(C(=C1)F)CNC(C1=C(C=CC(=C1)F)OC)=O)C(=O)N 5-Amino-3-(6-fluoro-7-((5-fluoro-2-methoxybenzamido)methyl)-1H-indol-4-yl)-1-(1,1,1-trifluoropropan-2-yl)-1H-pyrazole-4-carboxamide